C(C)(C)(C)OC(=O)N1C2CN(CC1CC2)CC2=C(N=C1N2C=CC=N1)C1=CC=C(C=C1)Cl 3-{[2-(4-chlorophenyl)imidazo[1,2-a]pyrimidin-3-yl]methyl}-3,8-diazabicyclo[3.2.1]octane-8-carboxylic acid tert-butyl ester